N-((7-methyl-4-(4-(trifluoromethyl)phenyl)-7H-pyrrolo[2,3-d]pyrimidin-2-yl)methyl)acrylamide CN1C=CC2=C1N=C(N=C2C2=CC=C(C=C2)C(F)(F)F)CNC(C=C)=O